1-methyl-9-(2-(piperazin-1-yl)ethyl)-9H-pyrido[3,4-b]indol-7-ol CC1=NC=CC2=C1N(C1=CC(=CC=C21)O)CCN2CCNCC2